1-(1-(6-amino-5-(2,3-dichlorophenyl)pyrazin-2-yl)-4-methylpiperidin-4-yl)-N3-Hydroxyisophthalamide NC1=C(N=CC(=N1)N1CCC(CC1)(C)C1(C(=O)N)CC(C(=O)NO)=CC=C1)C1=C(C(=CC=C1)Cl)Cl